N1(CCC(CC1)N1N=C2C=C(C(=CC2=C1)NC(=O)C=1C(N(C=CC1)C1CC1)=O)C(C)(C)O)C1CCNCC1 N-(2-([1,4'-bipiperidin]-4-yl)-6-(2-hydroxy-prop-2-yl)-2H-indazol-5-yl)-1-cyclopropyl-2-oxo-1,2-dihydropyridine-3-carboxamide